2,4,6-TRIFLUORO-N-[6-(1-METHYL-PIPERIDINE-4-CARBONYL)-PYRIDIN-2-YL]-BENZAMID FC1=C(C(=O)NC2=NC(=CC=C2)C(=O)C2CCN(CC2)C)C(=CC(=C1)F)F